NC\C=C(\CN1C2=NC=NC(=C2N(C1=O)C)C=1C=C(C=CC1)S(=O)(=O)N(C)C)/F (Z)-3-(9-(4-amino-2-fluorobut-2-en-1-yl)-7-methyl-8-oxo-8,9-dihydro-7H-purin-6-yl)-N,N-dimethylbenzenesulfonamide